BrC=1C=CC2=C(C(NC=C2C1)=O)C 7-bromo-4-methylisoquinolin-3(2H)-one